2,3-dihydro-1H-inden-2-ylcarbinol C1C(CC2=CC=CC=C12)CO